N(=C=O)CCOC(C(CCCCN=C=O)N=C=O)=O 2-isocyAnatoethyl-2,6-diisocyanatocaproate